7-methoxy-3-methyl-1H-indole-4-carbonitrile COC1=CC=C(C=2C(=CNC12)C)C#N